CC1=CC2=C(NN=N2)C=C1C 5,6-dimethylbenzotriazol